BrC1=C(C=CC=C1)C=1NC2=CC=CC=C2C1 (2'-bromophenyl)indole